OC=1C=C2CCC(C(C2=CC1)C1=CC=C(C=C1)N1CCC(CC1)C=O)C1=CC=CC=2CCCCC12 1-(4-((1R-2S)-6'-hydroxy-1',2',3',4',5,6,7,8-octahydro-[1,2'-binaphthalen]-1'-yl)phenyl)piperidine-4-carbaldehyde